(S)-2-(4-(5-carbamoyl-4-oxo-1,4-dihydro-1,6-naphthyridin-2-yl)-2-chloro-5-methylphenyl)-3,3,3-trifluoro-2-methylpropanoic acid C(N)(=O)C1=C2C(C=C(NC2=CC=N1)C1=CC(=C(C=C1C)[C@@](C(=O)O)(C(F)(F)F)C)Cl)=O